OC=1C=C(C(=O)O)C=C(C1)O.N1=CC=CC(=C1)C1N(C)CCC1 Nicotine 3,5-dihydroxybenzoate salt